C(OCC1=CC=C(C=C1)NC([C@@H](CCCNC(=O)N)NC([C@H](C(C)C)NC(CCCCCN1C(C=CC1=O)=O)=O)=O)=O)(OC1=CC=C(C=C1)[N+](=O)[O-])=O 4-((R)-2-((S)-2-(6-(2,5-dioxo-2,5-dihydro-1H-pyrrol-1-yl)hexanamido)-3-methylbutanamido)-5-ureidopentanamido)benzyl (4-nitrophenyl) carbonate